OC(C)C=1C(=NC(=CC1)N1C=NC2=C1C=CC(=C2)NC=2N=NC(=CC2)C)C=2C(=CC(=NC2)O)C(F)(F)F 5-[3-(1-Hydroxyethyl)-6-[5-[(6-methylpyridazin-3-yl)amino]benzimidazol-1-yl]-2-pyridinyl]-4-(trifluoromethyl)pyridin-2-ol